OCC1=CN2C(=NC(=C(C2=O)C=2C=NN(C2)CC(C(F)(F)F)(F)F)C(F)(F)F)S1 2-(hydroxymethyl)-6-[1-(2,2,3,3,3-pentafluoropropyl)-1H-pyrazol-4-yl]-7-(trifluoromethyl)-5H-[1,3]thiazolo[3,2-a]pyrimidin-5-one